NC1=C(C(=CC=C1)Cl)N[C@H]1CN(CCCC1)C(=O)OC(C)(C)C tert-butyl (R)-3-((2-amino-6-chlorophenyl)amino)azepane-1-carboxylate